(4-bromo-1-methyl-1H-pyrazol-5-yl)benzo[c][1,2,5]oxadiazole BrC=1C=NN(C1C1=CC=CC2=NON=C21)C